6-(1-(3-fluoro-3-methylazetidin-1-yl)ethyl)-2-(3-(3-((4-methyl-4H-1,2,4-triazol-3-yl)methyl)oxetan-3-yl)phenyl)-4-(trifluoromethyl)isoindolin-1-one FC1(CN(C1)C(C)C1=CC(=C2CN(C(C2=C1)=O)C1=CC(=CC=C1)C1(COC1)CC1=NN=CN1C)C(F)(F)F)C